tert-butyl 2-[(4-tert-butylphenyl)-[2-(cyclohexylamino)-2-oxo-1-(3-pyridyl)ethyl]carbamoyl]-4-methyl-piperazine-1-carboxylate C(C)(C)(C)C1=CC=C(C=C1)N(C(=O)C1N(CCN(C1)C)C(=O)OC(C)(C)C)C(C(=O)NC1CCCCC1)C=1C=NC=CC1